4-hydroxy-3-methoxy-2-methyl-benzaldehyde OC1=C(C(=C(C=O)C=C1)C)OC